2-amino-2-[1-(trifluoromethyl)cyclopropyl]acetic acid NC(C(=O)O)C1(CC1)C(F)(F)F